3-phenyl-2-propenoic anhydride C1(=CC=CC=C1)C=CC(=O)OC(C=CC1=CC=CC=C1)=O